FC1=C(C(=CC(=C1)OC)F)[C@H]1[C@@H](C(NC1)=O)NC(=O)NC=1C=NC=NC1 |o1:10,11| (-)-1-[(3S*,4R*)-4-(2,6-difluoro-4-methoxy-phenyl)-2-oxo-pyrrolidin-3-yl]-3-(pyrimidin-5-yl)urea